5-((5-(3-(5-(tert-butyl)thiazol-2-yl)cyclopentyl)-1H-pyrazol-3-yl)amino)-4-fluoro-2,3-dihydrobenzo[d]isothiazole 1,1-dioxide C(C)(C)(C)C1=CN=C(S1)C1CC(CC1)C1=CC(=NN1)NC=1C=CC2=C(CNS2(=O)=O)C1F